ClC=1C=C(C(=O)NCC2=C(C=CC3=C2N(C(=N3)C)C)OC)C=CC1F 3-chloro-4-fluoro-N-((6-methoxy-1,2-dimethyl-1H-benzimidazol-7-yl)methyl)benzamide